(S)-4-(6-((1-(6-(4-fluoro-1H-pyrazol-1-yl)pyridin-3-yl)ethyl)(methyl)amino)pyridine-3-yl)-6-(piperidin-4-yl)pyrazolo[1,5-a]pyridine-3-carbonitrile FC=1C=NN(C1)C1=CC=C(C=N1)[C@H](C)N(C1=CC=C(C=N1)C=1C=2N(C=C(C1)C1CCNCC1)N=CC2C#N)C